N-(3-(4-(4-aminoquinazolin-8-yl)-1H-pyrazol-1-yl)-4-methylphenyl)-3-(trifluoromethyl)benzamide cyclopropanevalerate C1(CC1)CCCCC(=O)O.NC1=NC=NC2=C(C=CC=C12)C=1C=NN(C1)C=1C=C(C=CC1C)NC(C1=CC(=CC=C1)C(F)(F)F)=O